C(CCC)OC1=NC(=C2C(N1)=C(C=N2)CC2=CN=C(S2)CN2CCCC2)N 2-butoxy-7-((2-(pyrrolidin-1-ylmethyl)thiazol-5-yl)methyl)pyrrolo[3,2-d]pyrimidin-4-amine